1,2-dipropylene glycol CC(CO)OC(C)CO